C(#N)C=1C(=NC(=NC1)NC(=O)C1=CC=C(C=C1)C1=C(C=C(C=C1)C1=NOC(=N1)C)C1CC1)OCCN(C)C N-(5-Cyano-4-(2-(dimethylamino)ethoxy)pyrimidin-2-yl)-2'-cyclopropyl-4'-(5-methyl-1,2,4-oxadiazol-3-yl)-[1,1'-biphenyl]-4-carboxamid